3-(2-ethynylthiazol-4-yl)urea C(#C)C=1SC=C(N1)NC(N)=O